4-(7-(1-(4-Chlorobenzyl)piperidin-3-yl)-2-methylpyrazolo[1,5-a]pyrimidin-3-yl)pyridin ClC1=CC=C(CN2CC(CCC2)C2=CC=NC=3N2N=C(C3C3=CC=NC=C3)C)C=C1